C(CCCCCCCCC)(=O)N[C@@H](CN1CC2=CC=C(C=C2C1=O)C(=O)O)C(=O)NCCCCCC (S)-2-(2-decanamido-3-(hexylamino)-3-oxopropyl)-3-oxoisoindoline-5-carboxylic acid